The molecule is the carbohydrate acid derivative anion formed from (allyl 3-deoxy-7-O-methyl-alpha-D-manno-oct-2-ulopyranosid)onic acid by proton loss from the carboxy group. It is a conjugate base of an (allyl 3-deoxy-7-O-methyl-alpha-D-manno-oct-2-ulopyranosid)onic acid. CO[C@H](CO)[C@@H]1[C@@H]([C@@H](C[C@@](O1)(C(=O)[O-])OCC=C)O)O